(2R,5S)-3-(3-Chloro-4-cyanophenyl)-N-(2-chloropyridin-4-yl)-2-(trifluoromethyl)oxazolidin-5-carboxamid ClC=1C=C(C=CC1C#N)N1[C@H](O[C@@H](C1)C(=O)NC1=CC(=NC=C1)Cl)C(F)(F)F